6-chloro-7-((R)-2-(((3-chloropyridin-2-yl)oxy)methyl)pyrrolidin-1-yl)-4-oxo-1-(5,6,7,8-tetrahydroimidazo[1,2-a]pyridin-6-yl)-1,4-dihydroquinoline-3-carboxylic acid ClC=1C=C2C(C(=CN(C2=CC1N1[C@H](CCC1)COC1=NC=CC=C1Cl)C1CCC=2N(C1)C=CN2)C(=O)O)=O